[I-].C(CCCCCCC)OC(CCCCC/C=C/CCC[P+](C)(C)C)OCCCCCCCC (4E)-11,11-dioctyloxy-4-undecenyltrimethylphosphonium iodide